2-[(E)-2-phenylvinyl]benzenesulfonate C1(=CC=CC=C1)/C=C/C1=C(C=CC=C1)S(=O)(=O)[O-]